NC1CCC(CC1)N1CC(C1)C#N 1-((1r,4r)-4-aminocyclohexyl)azetidine-3-carbonitrile